4-(N-tert-butoxycarbonylamino)phenylacetic acid C(C)(C)(C)OC(=O)NC1=CC=C(C=C1)CC(=O)O